2,2-dimethyl-N-(1-methylpiperidin-4-yl)-3-(o-tolyloxy)propanamide CC(C(=O)NC1CCN(CC1)C)(COC1=C(C=CC=C1)C)C